NC1=NC=CC2=CC=C(C=C12)C=1C=C2CCC3(CCN(CC3)S(=O)(=O)C)C2=CC1 5-(1-aminoisoquinolin-7-yl)-1'-(methylsulfonyl)-2,3-dihydrospiro[indene-1,4'-piperidine]